5-Bromo-2-[1-[2-(4,4-dimethyl-1-piperidyl)-6-methyl-4-oxo-chromen-8-yl]ethylamino]benzoic acid BrC=1C=CC(=C(C(=O)O)C1)NC(C)C=1C=C(C=C2C(C=C(OC12)N1CCC(CC1)(C)C)=O)C